C(C)O[Si](C1=CC=C(C=C1)[Si](OCC)(OCC)OCC)(OCC)OCC 1,4-Bis(triethoxysilyl)benzen